rel-(1S,5S)-8-azabicyclo[3.2.1]octane-2-carboxamide hydrochloride Cl.[C@@H]12C(CC[C@@H](CC1)N2)C(=O)N |o1:1,5|